Benztriazolen N1N=NC2=C1C=CC=C2